O(P(OC1=CC=C(C=C1)C1=CC=CC=C1)OP([O-])[O-])C1=C(C=C(C=C1)C(C)(C)C)C(C)(C)C (2,4-di-tert-butylphenyl) 4,4'-biphenylyl diphosphite